ClC=1C=C(OC2=CC=C(C=N2)C2CN(C2)C(CCC2(CCC(N2)=O)C)=O)C=CC1 (+)-5-[3-[3-[6-(3-Chlorophenoxy)-3-pyridyl]azetidin-1-yl]-3-oxo-propyl]-5-methyl-pyrrolidin-2-one